(1S,3S,4S)-2-(4,7-difluoro-1H-indole-2-carbonyl)-5,5-difluoro-N-((S,Z)-4-fluoro-4-(methylsulfonyl)-1-((S)-2-oxopyrrolidin-3-yl)but-3-en-2-yl)-2-azabicyclo[2.2.2]octane-3-carboxamide FC1=C2C=C(NC2=C(C=C1)F)C(=O)N1[C@@H]2CC([C@H]([C@H]1C(=O)N[C@@H](C[C@H]1C(NCC1)=O)\C=C(/S(=O)(=O)C)\F)CC2)(F)F